FC(C1=NC=CC(=C1)N1C[C@@H](CC1)C(=O)N1CC2=C3CC(CC3=C(N=C2C1)C)(C)C)F [1-(2-Difluoromethyl-pyridin-4-yl)-pyrrolidin-3(R)-yl]-(5,7,7-trimethyl-3,6,7,8-tetrahydro-1H-2,4-diaza-as-indacen-2-yl)-methanone